6-phenyl-pyrrolo-pyrimidin C1(=CC=CC=C1)C=1C=C2C(=CN=CN2)N1